N-tertiary butyl-diethanolamine C(C)(C)(C)N(CCO)CCO